2-chloro-6-[(4-chloro-2-fluorobenzyl)oxy]pyridine ClC1=NC(=CC=C1)OCC1=C(C=C(C=C1)Cl)F